OC(CCN1N=C2C=C(C(=CC2=C1)NC(=O)C=1N=C(SC1)C=1C=NC=CC1)C1=CC=C(C=C1)CN1CCOCC1)(C)C N-(2-(3-hydroxy-3-methylbutyl)-6-(4-(morpholinomethyl)phenyl)-2H-indazol-5-yl)-2-(pyridin-3-yl)thiazole-4-carboxamide